2-Acetamido-N-(5,6-dichloro-9-(1H-pyrazol-4-yl)-2,3-dihydro-1H-pyrrolo[1,2-a]indol-1-yl)acetamide C(C)(=O)NCC(=O)NC1CCN2C1=C(C=1C=CC(=C(C21)Cl)Cl)C=2C=NNC2